BrC=1C(=C(OCCCC2(CCN(CC2)CC(=O)OCC)F)C=CC1)C ethyl 2-[4-[3-(3-bromo-2-methyl-phenoxy)propyl]-4-fluoro-1-piperidyl]acetate